FC(C(C(C(C(C(F)(F)F)(F)F)(F)F)(F)F)(F)F)(F)C=C(C(=O)O)CC.C(C=C)(=O)OCCC(C(C(C(C(C(F)(F)F)(F)F)(F)F)(F)F)(F)F)(F)F (Perfluorohexyl)ethyl acrylate [(Perfluorohexyl)ethyl acrylate]